Z-chromen-4-one O1C=CC(C2=CC=CC=C12)=O